2-hydroxy-5-bromobenzaldehyde dimethyl acetal COC(C1=C(C=CC(=C1)Br)O)OC